ClC=1C=C(NC=2C=3N(C=CN2)C(=CN3)C3=C(C(=C(OCC#N)C=C3)F)F)C=CC1C(=O)N1CCN(CC1)CCN1CC(CC1)CO 2-[4-[8-[3-chloro-4-[4-[2-[3-(hydroxymethyl)pyrrolidin-1-yl]ethyl]piperazine-1-carbonyl]anilino]imidazo[1,2-a]pyrazin-3-yl]-2,3-difluorophenoxy]acetonitrile